triethyl-1,3,5-triazine-2,4,6(1H,3H,5H)-trione C(C)N1C(N(C(N(C1=O)CC)=O)CC)=O